6-(2-((2-(4-(trifluoromethoxy)phenyl)-1H-benzo[d]imidazol-1-yl)methyl)phenoxy)hexanoic acid magnesium salt [Mg+2].FC(OC1=CC=C(C=C1)C1=NC2=C(N1CC1=C(OCCCCCC(=O)[O-])C=CC=C1)C=CC=C2)(F)F.FC(OC2=CC=C(C=C2)C2=NC1=C(N2CC2=C(OCCCCCC(=O)[O-])C=CC=C2)C=CC=C1)(F)F